FC1=CC=C(C=C1)CCN 2-(4-fluorophenyl)ethanamine